N1C[C@@H](CCC1)C(=O)N |r| racemic-3-piperidinecarboxamide